6-bromo-8-methyl-2',3',5',6'-tetrahydro-2H-spiro[imidazo[1,5-a]pyridine-3,4'-pyran]-1,5-dione BrC1=CC(=C2N(C1=O)C1(CCOCC1)NC2=O)C